C(C1=CC=CC=C1)(=O)N[C@@H](CC1=CC=CC=C1)C(=O)O N-(benzoyl)-phenylalanine